C1(CC1)C(C(CC)=O)C1=CC(=CC=C1)OCC1=CC=CC=C1 cyclopropyl-[3-(phenylmethoxy)phenyl]butanone